FC1=C(C=2C=NC(=NC2C=C1B1OC(C(O1)(C)C)(C)C)N)N(CC1=CC=C(C=C1)OC)CC1=CC=C(C=C1)OC 6-fluoro-N5,N5-bis(4-methoxybenzyl)-7-(4,4,5,5-tetramethyl-1,3,2-dioxaborolan-2-yl)quinazoline-2,5-diamine